Cl.ClCC1=CC(=NC=C1)NC(C)C 4-(chloromethyl)-N-isopropylpyridin-2-amine hydrochloride